tris(hydroxymethyl)-amino-methane OCC(N)(CO)CO